C(C)OC=1C=2N(C(=NC1)N1CCC3(C(N4[C@H](O3)CC[C@H]4C4=CC=CC=C4)=O)CC1)N=CN2 (5'S,7a'R)-1-(8-ethoxy[1,2,4]triazolo[1,5-c]pyrimidin-5-yl)-5'-phenyltetrahydro-3'H-spiro[piperidine-4,2'-pyrrolo[2,1-b][1,3]oxazol]-3'-one